4-chloro-5-fluoro-2-((4-fluoro-2-methylphenyl)-amino)-N-(6-methoxy-2-methylpyridin-3-yl)benzamide ClC1=CC(=C(C(=O)NC=2C(=NC(=CC2)OC)C)C=C1F)NC1=C(C=C(C=C1)F)C